O1CC(C1)C=1C=NN2C1N=C(N=C2NCC2=CC=C(C=C2)NC(CC)=O)NC2CCOCC2 N-(4-(((8-(oxetan-3-yl)-2-((tetrahydro-2H-pyran-4-yl)amino)pyrazolo[1,5-a][1,3,5]triazin-4-yl)amino)methyl)phenyl)propanamide